O=C1N2C(=NN1CC1=CC(=CC=C1)C(F)(F)F)CC[C@H]2C(=O)O (5S)-3-Oxo-2-[3-(trifluoromethyl)benzyl]-2,5,6,7-tetrahydro-3H-pyrrolo[2,1-c][1,2,4]triazole-5-carboxylic acid